2-cyclopropyl-6-methoxy-7-(5-(piperidin-4-yl)-1H-benzo[d]imidazol-2-yl)-1H-pyrrolo[3,2-c]pyridine-3-carbonitrile C1(CC1)C1=C(C=2C=NC(=C(C2N1)C1=NC2=C(N1)C=CC(=C2)C2CCNCC2)OC)C#N